1,3-dibutylpiperidinium mesylate S(C)(=O)(=O)[O-].C(CCC)[NH+]1CC(CCC1)CCCC